CC1(C(C2=CC=C(C=C2C1)C=1C=CC2=C(OCCN2C)C1)NC(O[C@@H]1CN2CCC1CC2)=O)C (S)-quinuclidin-3-yl (2,2-dimethyl-5-(4-methyl-3,4-dihydro-2H-benzo[b][1,4]oxazin-7-yl)-2,3-dihydro-1H-inden-1-yl)carbamat